CC1(NC2=C(NC1=O)N=CC(=C2)/C=C/C(=O)OC(C)(C)C)C tert-butyl (E)-3-(2,2-dimethyl-3-oxo-1,2,3,4-tetrahydropyrido[2,3-b]pyrazin-7-yl)acrylate